(2S)-4-[3-(dimethylamino)propionyloxy]-1-(6-oxo-6-undecyloxy-hexanoyl)pyrrolidine-2-carboxylic acid [8-(1-octylnonyloxy)-8-oxo-octyl] ester C(CCCCCCC)C(CCCCCCCC)OC(CCCCCCCOC(=O)[C@H]1N(CC(C1)OC(CCN(C)C)=O)C(CCCCC(OCCCCCCCCCCC)=O)=O)=O